N-(4-bromopyridin-2-yl)-3-(4-methanesulfonylpiperazin-1-yl)propanamide BrC1=CC(=NC=C1)NC(CCN1CCN(CC1)S(=O)(=O)C)=O